((S)-2-(4-fluoro-2-methylphenyl)piperidin-1-yl)-N-((R,E)-4-(methylsulfonyl)but-3-en-2-yl)picolinamide FC1=CC(=C(C=C1)[C@H]1N(CCCC1)C=1C(=NC=CC1)C(=O)N[C@H](C)\C=C\S(=O)(=O)C)C